(2-isocyanato-3-methyl-4-(trifluoromethyl)phenyl)-2-methoxypyridine N(=C=O)C1=C(C=CC(=C1C)C(F)(F)F)C=1C(=NC=CC1)OC